3-((4-(4-acryloyl-3-(cyanomethyl)piperazin-1-yl)-7-(3,4-dihydroquinolin-1(2H)-yl)-5,6,7,8-tetrahydroquinazolin-2-yl)amino)-N,N-dimethylbutanamide C(C=C)(=O)N1C(CN(CC1)C1=NC(=NC=2CC(CCC12)N1CCCC2=CC=CC=C12)NC(CC(=O)N(C)C)C)CC#N